1-(2-(2-bromopyridin-3-yloxy)phenyl)ethanone BrC1=NC=CC=C1OC1=C(C=CC=C1)C(C)=O